N-(3-(2,6-difluorophenyl)-1H-pyrrolo[2,3-b]pyridin-6-yl)cyclopropanecarboxamide FC1=C(C(=CC=C1)F)C1=CNC2=NC(=CC=C21)NC(=O)C2CC2